isoquinolin-1,3(2H)-dion C1(NC(CC2=CC=CC=C12)=O)=O